(4E)-11,11-dioctyloxy-4-undecenyl-trimethylphenylphosphonium chloride [Cl-].C(CCCCCCC)OC(CCCCCCCCC=CC1=CC=C(C=C1)[P+](C)(C)C)OCCCCCCCC